(S)-N-(6-chloropyridin-3-yl)-6-(1-methoxyethyl)isoquinolin-1-amine ClC1=CC=C(C=N1)NC1=NC=CC2=CC(=CC=C12)[C@H](C)OC